P(OC1=C(C=CC=C1)C)(OCCCOCCCCCCCCCCCCCCCC)(=O)N methylphenyl (3-(hexadecyloxy) propyl) phosphoramidate